C1=CC=CC=2C3=CC=CC=C3C(C12)COC(NCCOCCOCCOCCOCCC(=O)O)=O 1-(9H-fluoren-9-yl)-3-oxo-2,7,10,13,16-pentaoxa-4-azanonadecan-19-oic acid